BrC=1C(=NC=CC1[C@@H](CCC=C)NC1=CC=C(C=C1)OC)OC(F)F (R)-N-(1-(3-Bromo-2-(difluoromethoxy)pyridine-4-yl)pent-4-en-1-yl)-4-methoxyaniline